C(C1=CC=CC=C1)(C1=CC=CC=C1)NC=1C=C(C=C2C=C(N=CC12)NC(=O)[C@H]1[C@@H](C1)F)C=1C(=NN(C1)[C@@H]1OCCCC1)C(C)C |&1:36| (±)-trans-N-[8-(benzhydrylamino)-6-(3-isopropyl-1-tetrahydropyran-2-yl-pyrazol-4-yl)-3-isoquinolinyl]-2-fluoro-cyclopropanecarboxamide